3,6,6-trimethyl-2-norpinene CC1=CC2C(C(C1)C2)(C)C